O1CCOCCOC(CCCCC1=O)=O 1,4,7-trioxacyclotridecane-8,13-dione